NC=1SC(=CN1)C1=NC=2C(=C3C(=NC2)N(C=C3)S(=O)(=O)C3=CC=CC=C3)N1[C@@H]1CC[C@H](CC1)C#N trans-4-(2-(2-aminothiazol-5-yl)-6-(phenylsulfonyl)imidazo[4,5-d]Pyrrolo[2,3-b]Pyridin-1(6H)-yl)cyclohexanecarbonitrile